N1N=C(N=C1)CCCCCC1=NNC=N1 3,3'-pentamethylenebis(1H-1,2,4-triazole)